NC1=CC=C(C=C1)NC(CN1CCN(C(CC1)=O)C)=O N-(4-aminophenyl)-2-(4-methyl-5-oxo-1,4-diazepan-1-yl)acetamide